NC=1C=C2CN(CC2=CC1)[C@H](C(=O)OC)C1=CC=CC=C1 methyl (S)-2-(5-aminoisoindolin-2-yl)-2-phenylacetate